C1=CC=C(C=C1)C(=C(C(=O)O)O)C#N cyanohydroxycinnamic acid